FC(C=1C=NC(=NC1)N1C[C@H](CC1)NC(O[C@H](CC1=CNC(C(=C1)C(F)(F)F)=O)C)=O)(F)F (S)-1-(6-Oxo-5-(trifluoromethyl)-1,6-dihydropyridin-3-yl)propan-2-yl ((S)-1-(5-(trifluoromethyl)pyrimidin-2-yl)pyrrolidin-3-yl)carbamate